benzyl 4-(3-methoxycarbonyl-1-bicyclo[1.1.1]pentanyl)piperazine-1-carboxylate COC(=O)C12CC(C1)(C2)N2CCN(CC2)C(=O)OCC2=CC=CC=C2